(S)-(4-(7-fluorobenzo[d]thiazol-2-yl)-6,7-dihydro-1H-imidazo[4,5-c]pyridin-5(4H)-yl)(thiazol-2-yl)methanone FC1=CC=CC=2N=C(SC21)[C@H]2N(CCC1=C2N=CN1)C(=O)C=1SC=CN1